2-(2-(cyclopropanesulfonamido)thiazol-4-yl)-2-methyl-N-(4-(pyridin-3-yl)-2-(trifluoromethoxy)phenyl)propanamide C1(CC1)S(=O)(=O)NC=1SC=C(N1)C(C(=O)NC1=C(C=C(C=C1)C=1C=NC=CC1)OC(F)(F)F)(C)C